(E)-4-(tert-butyl)-N'-(1-(4-ethylphenyl)ethylidene)benzohydrazide C(C)(C)(C)C1=CC=C(C(=O)N/N=C(\C)/C2=CC=C(C=C2)CC)C=C1